FC1(CCN(CC1)C=1C=CC=2N(C1)N=C(N2)C2=CN=C(C1=CN=C(C=C21)N)NC)F 4-(6-(4,4-difluoropiperidin-1-yl)-[1,2,4]triazolo[1,5-a]pyridin-2-yl)-N1-methyl-2,7-naphthyridine-1,6-diamine